CC(=CCC=C)CCC 5-methyl-1,4-octadiene